C1(CCCCC1)NC(=O)N1CCC(CC1)NC1=NC(=NC=C1Cl)NC=1C=C2C=NC(C2=CC1)=O N-cyclohexyl-4-({5-chloro-2-[(1-oxoisoindol-5-yl)amino]pyrimidin-4-yl}amino)piperidine-1-carboxamide